C1(=CC=CC=C1)C=1C=C(C(=C(C1)C1=CC=CC=C1)C1=CC=CC=C1)O 3,5,6-triphenylphenol